1-(4-{4-[2-(6-methylpyridin-3-yl)acetamido]-1H-1,2,3-triazol-1-yl}butyl)-N-(pyridin-2-ylmethyl)-1H-1,2,3-triazole-4-carboxamide CC1=CC=C(C=N1)CC(=O)NC=1N=NN(C1)CCCCN1N=NC(=C1)C(=O)NCC1=NC=CC=C1